N-(4-(((2S,4R)-2-methyl-1-propionyl-1,2,3,4-tetrahydroquinolin-4-yl)amino)phenyl)piperidine-1-carboxamide C[C@@H]1N(C2=CC=CC=C2[C@@H](C1)NC1=CC=C(C=C1)NC(=O)N1CCCCC1)C(CC)=O